2-(Cyclobutylamino)-N-[(2S)-3-(3,4-dihydro-2(1H)-isoquinolinyl)-2-hydropropyl]-4-pyridinecarboxamide dihydrochloride C1CC(C1)NC2=NC=CC(=C2)C(=O)NC[C@@H](CN3CCC4=CC=CC=C4C3)O.Cl.Cl